DELTA-decylacetone CCCC(CCCCCC)CC(C)=O